4-{4-amino-7-methyl-6-[4-(2-methylpropan-2-enamido)phenyl]-7H-pyrrolo[2,3-d]pyrimidin-5-yl}benzoic acid NC=1C2=C(N=CN1)N(C(=C2C2=CC=C(C(=O)O)C=C2)C2=CC=C(C=C2)NC(C(=C)C)=O)C